FC1=CC=CC2=C1SC(=C2C)C=O 7-fluoro-3-methylbenzo[b]thiophene-2-carbaldehyde